butyl(3,5-bis(trifluoromethyl)phenyl)thiourea C(CCC)N(C(=S)N)C1=CC(=CC(=C1)C(F)(F)F)C(F)(F)F